FC1(C(NC2=C(O1)C=C(C(=C2)C2=C(C(=C(C(=C2F)F)OCC#C)F)F)F)=O)F 2,2,7-trifluoro-6-(2,3,5,6-tetrafluoro-4-(prop-2-yn-1-yloxy)phenyl)-2H-benzo[b][1,4]oxazin-3(4H)-one